N1=NN(C2=NC=CC=C21)C2=CC(=C(C(=O)Cl)C(=C2)F)F 4-(3H-[1,2,3]triazolo[4,5-b]pyridin-3-yl)-2,6-difluorobenzoyl chloride